2-(4-fluorophenyl)-4-(propan-2-yl-2-d)-5-(trimethylsilyl)pyridine FC1=CC=C(C=C1)C1=NC=C(C(=C1)C(C)(C)[2H])[Si](C)(C)C